N-(2,4-dimethoxybenzyl)-N-(1-(3-methoxy-4-(3-methyl-6-(pyrazolo[1,5-a]pyrimidin-3-yl)-1H-pyrazolo[4,3-c]pyridin-1-yl)phenyl)ethyl)methane-sulfonamide COC1=C(CN(S(=O)(=O)C)C(C)C2=CC(=C(C=C2)N2N=C(C=3C=NC(=CC32)C=3C=NN2C3N=CC=C2)C)OC)C=CC(=C1)OC